C1(CC1)CNC=1N=C2N(C(C1C)=O)C=C(C=C2[C@@H](C)NC2=C(C(=O)O)C=CC=C2)C (R)-2-((1-(2-((cyclopropylmethyl)amino)-3,7-dimethyl-4-oxo-4H-pyrido[1,2-a]pyrimidin-9-yl)ethyl)amino)benzoic acid